(S)-2-(benzyloxy)-1-(4-fluorophenyl)propan-1-one C(C1=CC=CC=C1)O[C@H](C(=O)C1=CC=C(C=C1)F)C